FC1=C(C(=CC(=C1)N1CCC(CC1)CN1CCC2(CN(C2)C(=O)C2(CCN(CC2)C2=CN=NC(=C2)C2=C(C=CC=C2)O)OC2=CC=CC=C2)CC1)F)[C@@H]1C(NC(CC1)=O)=O |r| rac-(3R)-3-(2,6-difluoro-4-{4-[(2-{1-[6-(2-hydroxyphenyl)pyridazin-4-yl]-4-phenoxypiperidine-4-carbonyl}-2,7-diazaspiro[3.5]nonan-7-yl)methyl]piperidin-1-yl}phenyl)piperidine-2,6-dione